C(C)OC(C(CC#CC)N=C(C1=CC=CC=C1)C1=CC=CC=C1)=O 2-(Diphenylmethyleneamino)hex-4-ynoic acid ethyl ester